2-OXOBUTANOATE O=C(C(=O)[O-])CC